(R)-tert-butyl 4-(1-(4-(2-methylbenzamido)-2-(trifluoromethyl)phenyl-sulfonamido)ethyl)piperidine-1-carboxylate CC1=C(C(=O)NC2=CC(=C(C=C2)S(=O)(=O)N[C@H](C)C2CCN(CC2)C(=O)OC(C)(C)C)C(F)(F)F)C=CC=C1